O1[C@H](COCC1)CN1N=C2C3=C(CC(C2=C1)C)OC(=C3C(F)(F)F)C(=O)NCC=3SC=CN3 2-{[(2S)-1,4-dioxan-2-yl]methyl}-4-methyl-N-[(1,3-thiazol-2-yl)methyl]-8-(trifluoromethyl)-4,5-dihydro-2H-furo[2,3-g]indazole-7-carboxamide